NC=1SC2=C(N=C(N=C2N[C@@H](COP(=O)([O-])[O-])CC(C)C)SC(C)C2=CC(=CC=C2)C(N)=O)N1 (2R)-2-[(2-amino-5-{[1-(3-carbamoylphenyl) ethyl] thio} [1,3]thiazolo[4,5-d]pyrimidin-7-yl) amino]-4-methylpentylphosphate